[4-(1H-pyrazol-1-yl) piperidin-1-yl]-3-oxa-9-azabicyclo[3.3.1]nonane-9-carboxylate N1(N=CC=C1)C1CCN(CC1)C12COCC(CCC1)N2C(=O)[O-]